ClC1=CC=C(C(=N1)C=1C=NN(C1)C)NC(C)C=1C=C(C=C2C(N(C=3N(C12)C=NC3I)C)=O)C 9-(1-((6-chloro-2-(1-methyl-1H-pyrazol-4-yl)pyridin-3-yl)amino)ethyl)-3-iodo-4,7-dimethylimidazo[1,5-a]quinazolin-5(4H)-one